NC(C)(C)C1=CC(=NC(=C1)C1=CC=C(C=C1)F)OC1[C@@H]2CN(C[C@H]12)C(=O)C1=CC(=NS1)C=1N=CSC1 ((1R,5S,6s)-6-((4-(2-aminopropan-2-yl)-6-(4-fluorophenyl)pyridin-2-yl)oxy)-3-azabicyclo[3.1.0]hexan-3-yl)(3-(thiazol-4-yl)isothiazol-5-yl)methanone